8-(Methoxy(Methyl)Amino)-7-Oxooctanoic Acid CON(CC(CCCCCC(=O)O)=O)C